CC=1C=C(C=NNC2=C3N=CN(C3=NC(=N2)N2CCOCC2)CCC2=C(C=CC=C2)C)C=CC1 2-(6-(2-(3-methylbenzylidene)hydrazinyl)-2-morpholino-9H-purin-9-yl)-1-(o-tolyl)ethane